4-(1,1-difluoroethyl)-N-(3-(7-((4-methoxybenzyl)(methyl)amino)-1,6-naphthyridin-3-yl)-4-methylphenyl)picolinamide FC(C)(F)C1=CC(=NC=C1)C(=O)NC1=CC(=C(C=C1)C)C=1C=NC2=CC(=NC=C2C1)N(C)CC1=CC=C(C=C1)OC